CN1C(N(CC=2C1=NC(=NC2)NC2=CC=C(C=C2)N2CCN(CC2)C)C2CNCC1=CC=CC=C21)=O 1-methyl-7-[4-(4-methylpiperazin-1-yl)anilino]-3-(1,2,3,4-tetrahydroisoquinolin-4-yl)-4H-pyrimido[4,5-d]pyrimidin-2-one